FC1C(C(=O)O)(C=CN=C1)C=1OC2=C(N1)C=C(C=C2)NC(=O)[C@H]2[C@H](C2)F 3-fluoro-4-(5-((1S,2S)-2-fluorocyclopropanamido)benzo[d]oxazol-2-yl)isonicotinic acid